BrC=1C(=NC(=NC1)NC1=CC(=C(C(=C1)OC)OC)OC)NC1=C(C=C(C=C1)N(C(=O)C1(CC1)C(=O)N)C1=CC=C(C=C1)F)F N-(4-((5-Bromo-2-((3,4,5-trimethoxyphenyl)amino)pyrimidin-4-yl)amino)-3-fluorophenyl)-N-(4-fluorophenyl)cyclopropane-1,1-dicarboxamide